methyl 2-(7-(3,4-dimethoxyphenyl)pyrazolo[1,5-a]pyrimidine-2-carbonyl)-1,2,3,4-tetra-hydroisoquinoline-7-carboxylate COC=1C=C(C=CC1OC)C1=CC=NC=2N1N=C(C2)C(=O)N2CC1=CC(=CC=C1CC2)C(=O)OC